8-Methyl-N-[(4-methyltetrahydrofuran-2-yl)methyl]-2-(2-pyridylmethyl)-4,5-dihydrofuro[2,3-g]indazol-7-carboxamid CC1=C(OC=2CCC3=CN(N=C3C21)CC2=NC=CC=C2)C(=O)NCC2OCC(C2)C